tri-tert-butyl-[1,1':3',1''-terphenyl]-2'-amine C(C)(C)(C)C1=C(C(=C(C=C1)C1=C(C(=CC=C1)C1=CC=CC=C1)N)C(C)(C)C)C(C)(C)C